OC1(CCC2(CNC2)CC1)C(=O)NC1=CC=C(C=C1)C1=CC2=C(N=CN=C2N2CCOCC2)N1 7-hydroxy-N-(4-(4-morpholino-7H-pyrrolo[2,3-d]pyrimidin-6-yl)phenyl)-2-azaspiro[3.5]nonane-7-carboxamide